4-[2-(1-piperidinyl)ethyl]Piperidine N1(CCCCC1)CCC1CCNCC1